ClC=1C(=NC(=NC1)NC1CCOCC1)C1=CC=C2CN(C(C2=C1)=O)[C@@H](C(=O)N[C@H](CO)C1=NC(=CC=C1Cl)OC)C (2R)-2-(6-{5-Chloro-2-[(oxan-4-yl)amino]pyrimidin-4-yl}-1-oxo-2,3-dihydro-1H-isoindol-2-yl)-N-[(1S)-1-(3-chloro-6-methoxypyridin-2-yl)-2-hydroxyethyl]propanamid